(diethylamino)pyridin C(C)N(CC)C1=NC=CC=C1